ClC1=NN2C(N=CC3=C2C(CN3C(=O)OC(C)(C)C)(C(F)(F)F)COC)=C1 tert-butyl 2-chloro-8-(methoxymethyl)-8-(trifluoromethyl)-7,8-dihydro-6H-pyrazolo[1,5-a]pyrrolo[2,3-e]pyrimidine-6-carboxylate